FC(OC=1C=CC2=C(C1)CO[C@@H]1[C@H]2N(CCC1)C(=O)OC(C)(C)C)F Cis-tert-butyl (4aS,10bS)-8-(difluoromethoxy)-2,3,4,4a,6,10b-hexahydro-1H-isochromeno[4,3-b]pyridine-1-carboxylate